C(C)(C)(C)OC(=O)N1C2CN(CC1C2)C=2C=1N(C=CC2)C(=CN1)N1C(N(C(CC1)=O)CC1=CC=C(C=C1)OC)=O Tert-butyl-3-[3-[3-[(4-methoxyphenyl)methyl]-2,4-dioxo-hexahydropyrimidin-1-yl] imidazo[1,2-a]pyridin-8-yl]-3,6-diazabicyclo[3.1.1]heptane-6-carboxylate